CN1C(C(C2=CC(=CC=C12)OC1=CC=CC=C1)=O)=O 1-methyl-5-phenoxy-2,3-indolinedione